(E)-2-((2-(2-(6-(tert-butyl)pyrimidin-4-yl)vinyl)-1H-indol-5-yl)thio)-2-methylpropanoic acid C(C)(C)(C)C1=CC(=NC=N1)/C=C/C=1NC2=CC=C(C=C2C1)SC(C(=O)O)(C)C